(3aR,7aR)-3a-(3,4-dimethoxyphenyl)-1-methyl-2,3,4,5,7,7a-hexahydroindol-6-one COC=1C=C(C=CC1OC)[C@]12CCN([C@@H]2CC(CC1)=O)C